FC1=CC=C(C=C1)C1=C(CCC(C1)(C)C)C(=O)N1CC(C1)=CC=1C=C2CN(C(C2=CC1)=O)C1C(NC(CC1)=O)=O 3-(5-((1-(4'-fluoro-5,5-dimethyl-3,4,5,6-tetrahydro-[1,1'-biphenyl]-2-carbonyl)azetidin-3-ylidene)methyl)-1-oxoisoindolin-2-yl)piperidine-2,6-dione